C(#N)C1=C(C(=C(N1)C(=O)N)C1=CC(=C(C=C1)C(NCC(C)(C)F)=O)OC)C1=C(C=C(C=C1)NC(C(=C)F)=O)C 5-cyano-3-(4-((2-fluoro-2-methylpropyl)carbamoyl)-3-methoxyphenyl)-4-(4-(2-fluoroacrylamido)-2-methylphenyl)-1H-pyrrole-2-carboxamide